CNC(=O)C1CC=2C=NC=CC2N1 N-methyl-2,3-dihydro-1H-pyrrolo[3,2-c]pyridine-2-carboxamide